C(C(C)(C)C)(=O)OC1=C(C=CC=C1)OC(C(C)(C)C)=O 1,2-phenylene dipivalate